N1CCC(CC1)C#CC=1C=C(C=CC1C(F)(F)F)C1=NNC(O1)=O 5-{3-[(Piperidin-4-yl)ethynyl]-4-(trifluoromethyl)phenyl}-1,3,4-oxadiazol-2(3H)-one